1-[5-(5-chloro-2-methoxypyridin-4-yl)-1H-pyrazole-3-carbonyl]-N-[2-(3-chlorophenyl)propan-2-yl]piperidine-4-carboxamide ClC=1C(=CC(=NC1)OC)C1=CC(=NN1)C(=O)N1CCC(CC1)C(=O)NC(C)(C)C1=CC(=CC=C1)Cl